ClC1=CC=C(C(=N1)C(=O)[O-])NC(C)C1=CC(=CC=2C=3N(C(=NC12)N1CCC(CC1)(F)F)C=C(N3)C(F)(F)F)C 6-chloro-3-((1-(5-(4,4-difluoropiperidin-1-yl)-9-methyl-2-(trifluoromethyl)imidazo[1,2-c]quinazolin-7-yl)ethyl)amino)picolinate